8-[(2S)-1-fluoroprop-2-yl]-2-(methylsulfonyl)pyrido[2,3-d]Pyrimidin-7(8H)-one FC[C@H](C)N1C(C=CC2=C1N=C(N=C2)S(=O)(=O)C)=O